CN(CCN(C(C1=CN=C(C=C1NC(C)C)NC1=NC(=NC=C1)N1C[C@H]([C@H](CC1)OC)F)=O)C)C N-(2-(dimethylamino)ethyl)-6-((2-(cis-3-fluoro-4-methoxypiperidin-1-yl)pyrimidin-4-yl)amino)-4-(isopropylamino)-N-methylnicotinamide